BrC=1C(=NC(=NC1)NC=1C(=CC(=C(C1)NC(C=C)=O)N1C[C@@H]2CN(C[C@@H]2C1)C)OC)C1=CN(C2=CC=CC=C12)C1CC1 N-(5-((5-bromo-4-(1-cyclopropyl-1H-indol-3-yl)pyrimidin-2-yl)amino)-4-methoxy-2-((3aR,6aS)-5-methylhexahydropyrrolo[3,4-c]pyrrol-2(1H)-yl)phenyl)acrylamide